N-(3-methoxybenzyl)-4-(piperidin-1-ylmethyl)thiazol-2-amine COC=1C=C(CNC=2SC=C(N2)CN2CCCCC2)C=CC1